3-(1H-pyrrolo[2,3-b]pyridin-2-yl)pyrazolo[3,4-d]pyrimidin-4-amine N1C(=CC=2C1=NC=CC2)C2=NNC1=NC=NC(=C12)N